CN(CCNC)C N',N',N-Trimethylethane-1,2-diamine